CCCCC[C@H](/C=C/C=C\\C/C=C\\C=C\\[C@H](CCCC(=O)[O-])O)O The molecule is an icosanoid anion that is the conjugate base of 5(S),15(R)-DiHETE arising from deprotonation of the carboxylic acid function; major species at pH 7.3. It has a role as a human xenobiotic metabolite. It is an icosanoid anion, a long-chain fatty acid anion, a polyunsaturated fatty acid anion, a hydroxy fatty acid anion and a dihydroxyicosatetraenoate. It is a conjugate base of a 5(S),15(R)-DiHETE.